FC1(C[C@H](CC1)N1C(C(=CC=C1)NC(C1=C(C=C(C=C1)NS(NC)(=O)=O)N1C[C@H]2C[C@]2(CC1)C(F)F)=O)=O)F N-(1-((S)-3,3-difluorocyclopentyl)-2-oxo-1,2-dihydropyridin-3-yl)-2-((1S,6R)-6-(difluoromethyl)-3-azabicyclo[4.1.0]heptan-3-yl)-4-((N-methylsulfamoyl)amino)benzamide